C(C)(C)[Si](C(C)C)(OC(CNC(OC(C)(C)C)=O)[C@H]1N(C(OC1)(C)C)C(=O)OC(C)(C)C)C(C)C tert-butyl (S)-4-(3,3-diisopropyl-2,10,10-trimethyl-8-oxo-4,9-dioxa-7-aza-3-silaundecan-5-yl)-2,2-dimethyloxazolidine-3-carboxylate